C(C)N(C1=NC(=CC(=N1)N1CCN(CC1)CC([C@H]1CC[C@H]2[C@@H]3CCC4=CC(CC[C@]4(C)[C@H]3[C@@H](C[C@]12C)O)=O)=O)N(CC)CC)CC 21-[4-[2,6-bis(diethylamino)-4-pyrimidinyl]-1-piperazinyl]-11α-hydroxypregn-4-ene-3,20-dione